8-(4,4-difluorocyclohexyl)imidazo[1,2-a]pyridin-6-amine FC1(CCC(CC1)C=1C=2N(C=C(C1)N)C=CN2)F